dimethylchloroborane CB(Cl)C